4,7-dihydro-4-oxo-2-[(triphenylmethyl)amino]-3H-pyrrolo[2,3-d]pyrimidine-5-carbonitrile O=C1C2=C(N=C(N1)NC(C1=CC=CC=C1)(C1=CC=CC=C1)C1=CC=CC=C1)NC=C2C#N